5-(3-amino-5-isopropoxyphenyl)-N-(2,3-dihydro-1H-inden-2-yl)pyrimidin-2-amine NC=1C=C(C=C(C1)OC(C)C)C=1C=NC(=NC1)NC1CC2=CC=CC=C2C1